C1(CC1)[C@H](C1=CC=2N(N=C1)C=C(N2)[C@@H](NC(=O)[C@@H]2[C@@H](C2)C(F)F)C2CCC(CC2)(F)F)NC(CCC(F)(F)F)=O |o1:3,17,18| (1S*,2R*)-N-((S)-(7-((R*)-Cyclopropyl(4,4,4-trifluorobutanamido)methyl)imidazo[1,2-b]pyridazin-2-yl)(4,4-difluorocyclohexyl)methyl)-2-(difluoromethyl)cyclopropane-1-carboxamide